C(C)(C)(C)OC(=O)O[C@@H]1[C@H]([C@H](N(C1)C(=O)OC(C)(C)C)CC1=CC=C(C=C1)C=1SC=C(C1)C#N)OC(=O)OC1=CC=C(C=C1)[N+](=O)[O-] tert-butyl (2R,3S,4S)-4-[(tert-butoxycarbonyl)oxy]-2-{[4-(4-cyanothiophene-2-yl)phenyl]methyl}-3-[(4-nitrophenoxycarbonyl)oxy]pyrrolidine-1-carboxylate